NC(CO)(CO)CO.C(CCCCCCCCCCCCCCCCCCC)(=O)N[C@@H]1C[C@H]2C[C@H]([C@H]3[C@@H]4CC[C@H]([C@@H](CCC(=O)O)C)[C@]4([C@H](C[C@@H]3[C@]2(CC1)C)O)C)O 3β-arachidylamido-7α,12α-dihydroxy-5β-cholan-24-oic acid tromethamine salt